5-dimethylallyl-3,4-dihydroxybenzoic acid CC(=CCC=1C(=C(C=C(C(=O)O)C1)O)O)C